OC=1OCCN1 hydroxy-2-oxazoline